CC1(C(CC1)NC(=O)C=1N=CSC1C)C (E)-N-(2,2-dimethylcyclobutyl)-5-methyl-thiazole-4-carboxamide